oxoisoindolin O=C1NCC2=CC=CC=C12